1-(trimethyl-silyl)imidazole methyl-2-amino-4-(6-(bis(4-methoxybenzyl)amino)-4-methyl-3-(trifluoromethyl)pyridin-2-yl)-3,6-difluoro-5-iodobenzoate COC(C1=C(C(=C(C(=C1F)I)C1=NC(=CC(=C1C(F)(F)F)C)N(CC1=CC=C(C=C1)OC)CC1=CC=C(C=C1)OC)F)N)=O.C[Si](N1C=NC=C1)(C)C